1,2-bis(chloroacetoxy)ethane ClCC(=O)OCCOC(CCl)=O